Di-Ethyl DiSulfide C(C)SSCC